1-naphthalenecarbonitrile C1(=CC=CC2=CC=CC=C12)C#N